5-(1-carbamoyl-6,7,8,9-tetrahydro-5H-pyrido[3,4-b]Indol-4-yl)-3,6-dihydro-2H-pyridine-1-carboxylic acid tert-butyl ester C(C)(C)(C)OC(=O)N1CCC=C(C1)C1=CN=C(C=2NC=3CCCCC3C21)C(N)=O